5-chloro-3-((2,4-di-chlorophenylimino)meth-yl)-2-hydroxyphenyl 4-methylbenzoate CC1=CC=C(C(=O)OC2=C(C(=CC(=C2)Cl)C=NC2=C(C=C(C=C2)Cl)Cl)O)C=C1